O=C([C@H](C[C@H]1C(NCC1)=O)NC(=O)[C@H]1N(CC2(CC2)C1)C(C(NC1=C(C=CC=C1)OC(F)(F)F)=O)=O)COC(F)(F)F (S)-N-((S)-3-oxo-1-((S)-2-oxopyrrolidin-3-yl)-4-(trifluoromethoxy)butan-2-yl)-5-(2-oxo-2-((2-(trifluoromethoxy)phenyl)amino)acetyl)-5-azaspiro[2.4]heptane-6-carboxamide